O=C1CCC1O 4-oxocyclobutanol